C(C)(C)(C)OC(=O)NCCCCCC1=NC=CC(=C1)N(C(OC(C)(C)C)=O)C1=CC(=NN1C(C)(C)C)[C@@H]1C[C@@H](CC1)O[Si](C)(C)C(C)(C)C tert-butyl (2-(5-((tert-butoxycarbonyl)amino)pentyl)pyridin-4-yl)(1-(tert-butyl)-3-((1S,3R)-3-((tert-butyldimethylsilyl)oxy)cyclopentyl)-1H-pyrazol-5-yl)carbamate